3-cyclopentene-1-carboxylic acid, methyl ester C1(CC=CC1)C(=O)OC